tris((2,6-dimethylhept-4-yl)oxy)(2-(trifluoromethyl)phenyl)silane CC(C)CC(CC(C)C)O[Si](C1=C(C=CC=C1)C(F)(F)F)(OC(CC(C)C)CC(C)C)OC(CC(C)C)CC(C)C